(3R,5S)-3,5-dimethyl-1-{pyrido[2,3-b]pyrazin-3-yl}piperazine C[C@@H]1CN(C[C@@H](N1)C)C1=CN=C2C(=N1)N=CC=C2